2,6-dibenzyloxy-3-[4-[4-(dimethoxymethyl)-1-piperidyl]phenyl]-pyridine C(C1=CC=CC=C1)OC1=NC(=CC=C1C1=CC=C(C=C1)N1CCC(CC1)C(OC)OC)OCC1=CC=CC=C1